OC(C)(C)C1(CCCC(C1)C)O 2-hydroxypropan-2-yl-5-methylcyclohexan-1-ol